ClC=1C=C(NC2(CCC3([C@H](CC4=CC=CC=C34)C[C@H](COC3=CC=NC=4[C@H](CCCC34)F)C)CC2)C(=O)OC)C=CC1 methyl (1r,2'S,4S)-4-(3-chloroanilino)-2'-[(2R)-3-{[(8S)-8-fluoro-5,6,7,8-tetrahydroquinolin-4-yl]oxy}-2-methylpropyl]-2',3'-dihydrospiro[cyclohexane-1,1'-indene]-4-carboxylate